CCCCCCCCCCCCC(=O)O[C@H](COC(=O)CCCCC/C=C\C/C=C\C/C=C\C/C=C\CCCCC)COP(=O)(O)OC[C@@H](C(=O)O)N 1-(7Z,10Z,13Z,16Z-docosatetraenoyl)-2-tridecanoyl-glycero-3-phosphoserine